COP(=O)(OC)C(C(=O)[O-])F 2-(Dimethoxyphosphoryl)-2-fluoroacetate